(7-(2-(4-(6-Fluorobenzo[b]thiophen-4-yl)piperazin-1-yl)ethyl)-2-oxo-3,4-dihydroquinolin-1(2H)-yl)methyl thiophene-2-carboxylate S1C(=CC=C1)C(=O)OCN1C(CCC2=CC=C(C=C12)CCN1CCN(CC1)C1=CC(=CC=2SC=CC21)F)=O